C[Si](CCC[Si](C)(C)C)(C)C 1,3-bis-trimethylsilylpropane